CC(CO)(CC(C)C)C 2,2,4-trimethyl-1-pentanol